C1(=CC=CC=C1)S(=O)(=O)[O-].[Na+] sodium monobenzenesulfonate